4-{[4-(1-cyclopropyl-ethyl)-phenyl]-methyl-amino}-phenol C1(CC1)C(C)C1=CC=C(C=C1)N(C1=CC=C(C=C1)O)C